N1=C(C=CC=C1)[C@@]1(CCOC2(CCCC2)C1)CC=O (R)-2-(9-(pyridin-2-yl)-6-oxaspiro[4.5]decan-9-yl)acetaldehyde